dihydroxytetrahydrofuran OC1(OCCC1)O